FC(C(=O)O)(F)F.COC1=C(C=C2C(=NC=NC2=C1)C=1C(=NN(C1)C)C1=CC=CC=C1)C1=CNCCO1 6-(7-methoxy-4-(1-methyl-3-phenyl-1H-pyrazol-4-yl)quinazolin-6-yl)-3,4-dihydro-2H-1,4-oxazine trifluoroacetate